N-ethyl-d5-Perfluoro-1-octanesulfonamide Isopropyl-3-(5-fluoro-2-pyridyl)-1-isopropyl-2,4-dioxo-pyrimidine-5-carboxylate C(C)(C)OC(=O)C=1C(N(C(N(C1)C(C)C)=O)C1=NC=C(C=C1)F)=O.C(C([2H])([2H])[2H])(NS(=O)(=O)C(C(C(C(C(C(C(C(F)(F)F)(F)F)(F)F)(F)F)(F)F)(F)F)(F)F)(F)F)([2H])[2H]